3-(4-(3-((1-(((1r,4r)-4-(4-amino-3-(difluoromethyl)-1H-pyrazole-1-yl)cyclohexyl)methyl)-piperidin-4-yl)oxy)prop-1-yn-1-yl)-3-methyl-1H-indazol-1-yl)piperidin NC=1C(=NN(C1)C1CCC(CC1)CN1CCC(CC1)OCC#CC1=C2C(=NN(C2=CC=C1)C1CNCCC1)C)C(F)F